FC1=C(C=CC=C1F)CN1[C@@H](CCC1=O)CC(=O)N(CC(=O)O)C 2-[[2-[(2S)-1-[(2,3-difluorophenyl)methyl]-5-oxopyrrolidin-2-yl]acetyl]methylamino]acetic acid